C1(CCCCC1)CCC/C=C/C(=O)O (E)-6-cyclohexylhex-2-enoic acid